2-{[(1S)-1-(4-chlorophenyl)ethyl]amino}-8-(4-methoxybenzyl)pyrido[2,3-d]pyrimidin-7(8H)-one ClC1=CC=C(C=C1)[C@H](C)NC=1N=CC2=C(N1)N(C(C=C2)=O)CC2=CC=C(C=C2)OC